C(C)(C)(C)N(C(O)=O)CCCCC(C)N1C(=NC2=C1C(=CC=C2)C2C(NCCC2)=O)N.C(C2=CC=CC=C2)C([C@H](N)C(=O)O)CC(=O)O β-benzyl-L-glutamic acid tert-butyl-(5-(2-amino-7-(2-oxopiperidin-3-yl)-1H-benzo[d]imidazol-1-yl)hexyl)carbamate